1-[3-[4-[3-(3,5-difluorophenyl)-4-methyl-7-tetrahydropyran-2-yloxy-2H-chromen-2-yl]phenyl]prop-2-ynyl]-3-(fluoromethyl)azetidine FC=1C=C(C=C(C1)F)C=1C(OC2=CC(=CC=C2C1C)OC1OCCCC1)C1=CC=C(C=C1)C#CCN1CC(C1)CF